trans,trans-4'-pentylbicyclohexyl-4-carboxylic Acid CCCCCC1CCC(CC1)C2CCC(CC2)C(=O)O